9-trifluoromethoxy-pyrido[3',4':4,5]pyrimido[1,2-a]indol-5(11H)-one FC(OC1=CC=2CC=3N(C2C=C1)C(C1=C(N3)C=NC=C1)=O)(F)F